(7-(2-amino-3-cyano-7-fluorobenzo[b]thiophen-4-yl)-2,8-difluoro-6-(trifluoromethyl)quinazolin-4-yl)-3,8-diazabicyclo[3.2.1]octane-8-carboxylic acid tert-butyl ester C(C)(C)(C)OC(=O)N1C2(CNCC1CC2)C2=NC(=NC1=C(C(=C(C=C21)C(F)(F)F)C2=CC=C(C=1SC(=C(C12)C#N)N)F)F)F